(3R)-3-[4-[4-(3,4-difluorobenzoyl)morpholin-3-yl]triazol-1-yl]-4-(2-naphthyl)butanehydroxamic acid FC=1C=C(C(=O)N2C(COCC2)C=2N=NN(C2)[C@@H](CC(=O)NO)CC2=CC3=CC=CC=C3C=C2)C=CC1F